C(C)NC(=O)C=1C=NN(C1C(F)(F)F)C1=CC=C(C=C1)N1C(C=C(C=C1)OC)=O N-ethyl-1-(4-(4-methoxy-2-oxopyridin-1(2H)-yl)phenyl)-5-(trifluoromethyl)-1H-pyrazole-4-carboxamide